2-amino-N-(2-(3,4-dimethoxyphenyl)-3-isopropyl-1H-indol-5-yl)acetamide NCC(=O)NC=1C=C2C(=C(NC2=CC1)C1=CC(=C(C=C1)OC)OC)C(C)C